2-methyl-1-(2-pyridyl)piperazine CC1N(CCNC1)C1=NC=CC=C1